ClC=1C=C2C(=CN=C(C2=CN1)N1C[C@H](CC1)S(=O)(=O)C)C(C)C (S)-6-chloro-4-isopropyl-1-(3-(methylsulfonyl)pyrrolidin-1-yl)-2,7-naphthyridine